methyl (7S)-3-{2-[(2-hydroxyethyl)(methyl)amino]ethyl}-7-methyl-2-[2-(1H-pyrazol-1-yl)ethyl]-3H,6H,7H,8H,9H-imidazo[4,5-f]quinoline-6-carboxylate OCCN(CCN1C(=NC2=C3CC[C@@H](N(C3=CC=C21)C(=O)OC)C)CCN2N=CC=C2)C